CN(CC(=O)Cl)C N,N-dimethylglycyl chloride